C(C)OC(=O)C=1NC=C(C1)C1=C(C=CC=C1F)Br.FC=1C=C(C=C2C(=NC(=NC12)C(F)(F)F)C=1N=NN(C1)C)S(=O)(=O)NC1(CC1)C 8-fluoro-4-(1-methyl-1H-1,2,3-triazol-4-yl)-N-(1-methylcyclopropyl)-2-(trifluoromethyl)quinazoline-6-sulfonamide ethyl-4-(2-bromo-6-fluorophenyl)-1H-pyrrole-2-carboxylate